C(C)(=O)C1=NN(C2=CC=C(C=C12)C=1C=NC=2N(C1)N=C(C2)F)CC(=O)N2[C@@H](C[C@H](C2)F)C(=O)NC2=NC(=CC=C2)Br (2S,4R)-1-(2-(3-Acetyl-5-(2-fluoropyrazolo[1,5-a]pyrimidin-6-yl)-1H-indazol-1-yl)acetyl)-N-(6-bromopyridin-2-yl)-4-fluoropyrrolidine-2-carboxamide